C1(CC1)CN1C(=CC=2C1=C1C=CNC1=CC2)C2=NC1=C(N2C)C(=CC(=C1)C=O)F (2-(1-(cyclopropylmethyl)-1,6-dihydropyrrolo[2,3-e]indol-2-yl)-7-fluoro-1-methyl-1H-benzo[d]imidazol-5-yl)methanone